9-(2-cyclopropylphenyl)-3-methyl-13-(morpholine-4-carbonyl)-16-thia-2,4,5,8-tetraazatetracyclo[8.6.0.02,6.011,15]hexadeca-1(10),3,5,8,11(15)-pentaene C1(CC1)C1=C(C=CC=C1)C1=NCC2=NN=C(N2C=2SC=3CC(CC3C12)C(=O)N1CCOCC1)C